C(C)(C)(C)OC(=O)N1C(CC(CC1)=O)=O.BrC(C(=O)NC1=C(C=CC=C1)O)=C 2-Bromo-N-(2-hydroxyphenyl)acrylamide Tert-butyl-2,4-dioxopiperidine-1-carboxylate